2-carbamoylpropane C(N)(=O)C(C)C